2-(4-cyclopropyl-6-methoxy-pyrimidin-5-yl)-7-[1-[4-[1-methyl-4-(trifluoromethyl)imidazol-2-yl]phenyl]cyclopropyl]-5H-pyrrolo[3,2-d]pyrimidine C1(CC1)C1=NC=NC(=C1C=1N=CC2=C(N1)C(=CN2)C2(CC2)C2=CC=C(C=C2)C=2N(C=C(N2)C(F)(F)F)C)OC